1-(3,4-dichlorophenyl)-3-(4-fluoro-3-(quinoxaline-6-carbonyl)phenyl)urea ClC=1C=C(C=CC1Cl)NC(=O)NC1=CC(=C(C=C1)F)C(=O)C=1C=C2N=CC=NC2=CC1